NC=1C(=NC=C(N1)N1CCC(CC1)(C)N)SC=1C(=C(C=CC1)N1CCN(CC1)CC=1C=C2CN(C(C2=CC1)=O)C1C(NC(CC1)=O)=O)Cl 3-(5-((4-(3-((3-amino-5-(4-amino-4-methylpiperidin-1-yl)pyrazin-2-yl)thio)-2-chlorophenyl)piperazin-1-yl)methyl)-1-oxoisoindolin-2-yl)piperidine-2,6-dione